CC1(C(N(C=C(C1)C(=O)N[C@@H]1[C@H](C1)C)CC1=CC(=CC=C1)OCCN1CCOCC1)=O)C(=O)N 3-methyl-N5-((1s,2s)-2-methylcyclopropyl)-1-(3-(2-morpholinoethoxy)benzyl)-2-oxo-1,2-dihydropyridine-3,5-dicarboxamide